2,4-Di-tert-butyl-6-(4-(tert-butyl)-6-chloropyridin-2-yl)phenol C(C)(C)(C)C1=C(C(=CC(=C1)C(C)(C)C)C1=NC(=CC(=C1)C(C)(C)C)Cl)O